1,2-benzothiazole-3(2H)-one S1NC(C2=C1C=CC=C2)=O